S1C(=CC=C1)C=1C=C(C=CC1)CC(=O)O 2-(3-(thiophen-2-yl)phenyl)acetic acid